1-chloro-1,1,3-trifluoropropane ClC(CCF)(F)F